3-[(2-chloropyridin-4-yl)methyl]-5-fluorobenzonitrile ClC1=NC=CC(=C1)CC=1C=C(C#N)C=C(C1)F